CN(C(CC1=CC=C(C(=O)NC=2C=NC(=C(C2)NC2=NC=CC(=N2)C=2C=NC=CC2)C)C=C1)C)C 4-(2-Dimethylamino-propyl)-N-[6-methyl-5-(4-pyridin-3-yl-pyrimidin-2-ylamino)-pyridin-3-yl]-benzamide